COC1=C(C(=NC=2N1N=C(C2C2=CC=CC=C2)C2=CC=CC=C2)NC2=NN(N=C2)COCC[Si](C)(C)C)C2=CC=C(C=C2)OC 7-methoxy-6-(4-methoxyphenyl)-2,3-diphenyl-N-(2-((2-(trimethylsilyl)ethoxy)methyl)-2H-1,2,3-triazol-4-yl)pyrazolo[1,5-a]pyrimidin-5-amine